2-(3,4-dihydro-2H-1-benzopyran-5-yl)-4,4,5,5-tetramethyl-1,3,2-dioxaborolane O1CCCC2=C1C=CC=C2B2OC(C(O2)(C)C)(C)C